2,3'-diamino-biphenyl NC1=C(C=CC=C1)C1=CC(=CC=C1)N